Cl.Cl.BrC1=C(C2=C(N(C=N2)C/C=C/[C@H]2NCCC[C@@H]2O)C=C1)C (2R,3S)-2-((E)-3-(5-bromo-4-methyl-1H-benzo[d]imidazol-1-yl)prop-1-enyl)piperidin-3-ol dihydrochloride